NC1=NC=CC(=C1Cl)OC1=C(C=C(C=C1)C1=NN(C(=C1C(=O)N)C(F)(F)F)C1=NC=CC=C1C)F (4-((2-amino-3-chloropyridin-4-yl)oxy)-3-fluorophenyl)-1-(3-methylpyridin-2-yl)-5-(trifluoromethyl)-1H-pyrazole-4-carboxamide